C1(=CC=CC=C1)[B-](C1=CC=CC=C1)(C1=CC=CC=C1)C1=CC=CC=C1.C(C)[NH+](C1=CC=CC=C1)CC N,N-diethylanilinium tetraphenylborate